(S)-phenylglycine N[C@@H](C1=CC=CC=C1)C(=O)O